C(C)(C)C=1C=C(C=C(C1N1C(=NC2=C1C=CC=C2)C2=CC(=CC1=C2OC2=C1C=CC=C2)C([2H])([2H])[2H])C(C)C)C2=CC=C(C=C2)C2=CC=CC=C2 1-(3,5-diisopropyl-[1,1':4',1''-terphenyl]-4-yl)-2-(2-(methyl-d3)dibenzo[b,d]furan-4-yl)-1H-benzo[d]imidazole